C(C)NC(=O)C1=NC=CC=C1 N-ethylpyridinamide